OC(COC(C=C)=O)COC1=CC=CC=C1 2-Hydroxy-3-phenoxypropylacrylate